7-chloro-1-methyl-4-(1-(naphthalen-1-ylmethyl)piperidin-4-yl)-1,4-dihydropyrido[2,3-b]pyrazine-2,3-Dion ClC1=CC2=C(N(C(C(N2C)=O)=O)C2CCN(CC2)CC2=CC=CC3=CC=CC=C23)N=C1